1-(4-((4-amino-2-fluorobenzyl)amino)piperidin-1-yl)ethan-1-one NC1=CC(=C(CNC2CCN(CC2)C(C)=O)C=C1)F